CC=1C=C(C=CC1C)N1COC(=N1)C(F)(F)F 3-(3,4-dimethylphenyl)-5-trifluoromethyl-1,3,4-oxadiazole